tert-butyl N-[6-[(2S)-2-allylpyrrolidin-1-yl]-2-[5-[1-(6-bromo-2-pyridyl)-2,2,2-trifluoro-1-hydroxy-ethyl]-1,3,4-oxadiazol-2-yl]-5-(trifluoromethyl)-3-pyridyl]carbamate C(C=C)[C@H]1N(CCC1)C1=C(C=C(C(=N1)C=1OC(=NN1)C(C(F)(F)F)(O)C1=NC(=CC=C1)Br)NC(OC(C)(C)C)=O)C(F)(F)F